C(C)OC=C(C(=O)[O-])C(=O)C(F)F 2-ethoxymethylene-4,4-difluoroacetoacetate